FC1=C(C=CC(=C1)C(F)(F)F)C(=O)N 2-fluoro-4-(trifluoromethyl)benzene-1-carboxamide